N-benzylsulfonyl-6-[4-(4-bromo-3-fluorobenzoyl)piperazin-1-yl]pyridazine-3-carboxamide Tert-butyl-3-(methylamino)-4-morpholino-4-oxobutanoate C(C)(C)(C)OC(CC(C(=O)N1CCOCC1)NC)=O.C(C1=CC=CC=C1)S(=O)(=O)NC(=O)C=1N=NC(=CC1)N1CCN(CC1)C(C1=CC(=C(C=C1)Br)F)=O